6-(1-(1H-imidazol-1-yl)ethyl)-2-(3-(3-((4-methyl-4H-1,2,4-triazol-3-yl)methyl)oxetan-3-yl)phenyl)-4-(trifluoromethyl)isoindolin-1-one N1(C=NC=C1)C(C)C1=CC(=C2CN(C(C2=C1)=O)C1=CC(=CC=C1)C1(COC1)CC1=NN=CN1C)C(F)(F)F